N-(3-(3-benzyl-1-((1r,4r)-4-((5-cyanopyridin-2-yl)amino)cyclohexyl)ureido)-5-methoxyphenyl)acrylamide C(C1=CC=CC=C1)NC(N(C1CCC(CC1)NC1=NC=C(C=C1)C#N)C=1C=C(C=C(C1)OC)NC(C=C)=O)=O